C(C1=CC=CC=C1)OP(=O)(OCC1=CC=CC=C1)OCCNC(OC1C2(CCC(C1)(CC2)NC(COC2=CC(=C(C=C2)Cl)F)=O)NC(COC2=CC(=C(C=C2)Cl)F)=O)=O 1,4-bis[2-(4-chloro-3-fluorophenoxy)acetamido]bicyclo[2.2.2]octan-2-yl (2-{[bis(benzyloxy)phosphoryl]oxy}ethyl)carbamate